N2-tert-butyl-9-(piperidin-4-yl)-N8-(4-(trifluoromethyl)phenyl)-9H-purine-2,8-diamine C(C)(C)(C)NC1=NC=C2N=C(N(C2=N1)C1CCNCC1)NC1=CC=C(C=C1)C(F)(F)F